C(C1=CC=CC=C1)(=O)[C@@]1([C@H](OC)[C@H](O)[C@@H](CO)O1)N1C(=O)N=C(N)C=C1 benzoyl-2'-O-methylcytidine